C(#C)C1=C2C(=CC(=CC2=CC=C1F)O)C1=C(C=2N=C(N=C(C2C=N1)N1C(COCC(C1)F)C)OC[C@]12CCCN2C[C@@H](C1)F)F 5-ethynyl-6-fluoro-4-(8-fluoro-4-(6-fluoro-3-methyl-1,4-oxazepan-4-yl)-2-(((2R,7aS)-2-fluorotetrahydro-1H-pyrrolizin-7a(5H)-yl)methoxy)pyrido[4,3-d]pyrimidin-7-yl)naphthalen-2-ol